FS(C1=CC=C(C=C1)CN)(F)(F)(F)F (4-(pentafluoro-λ6-sulfanyl)phenyl)methanamine